(E)-2-(1-oxo-2-((2-(trimethylsilyl)ethoxy)methyl)-1,2-dihydrophthalazin-5-yl)propanal O-(2-oxo-2-(4-(5-(trifluoromethyl)pyrimidin-2-yl)piperazin-1-yl)ethyl) oxime O=C(CO\N=C\C(C)C1=C2C=NN(C(C2=CC=C1)=O)COCC[Si](C)(C)C)N1CCN(CC1)C1=NC=C(C=N1)C(F)(F)F